5-norbornenediol 2-(3-Chlorophenyl)-2,2-difluoro-1-(pyridin-4-yl)ethyl-((S)-1-(((S)-1-hydroxy-3-((S)-2-oxopyrrolidin-3-yl)propan-2-yl)amino)-1-oxohexan-2-yl)carbamate ClC=1C=C(C=CC1)C(C(C1=CC=NC=C1)N(C(=O)OC1C2(C=CC(C1)C2)O)[C@H](C(=O)N[C@H](CO)C[C@H]2C(NCC2)=O)CCCC)(F)F